4-amino-N-ethyl-1,3-dimethyl-N-((5-(trifluoromethyl)-2-pyridinyl)methyl)-1H-pyrazolo[4,3-c][1,7]naphthyridine-8-carboxamide NC1=NC=2C=NC(=CC2C2=C1C(=NN2C)C)C(=O)N(CC2=NC=C(C=C2)C(F)(F)F)CC